C1(CCCCC1)C[C@@H](C(=O)N[C@@H](C[C@H]1C(NCC1)=O)C(C(=O)NCC)=O)NC(O)=O ((S)-3-cyclohexyl-1-(((S)-4-(ethylamino)-3,4-dioxo-1-((S)-2-oxopyrrolidin-3-yl)butan-2-yl)amino)-1-oxopropan-2-yl)carbamic acid